[PH3](=[Te])=O phosphine telluride oxide